Tert-butyl (S)-18,22-diamino-17-oxo-4,7,10,13-tetraoxa-16-azadocosanoate N[C@H](C(NCCOCCOCCOCCOCCC(=O)OC(C)(C)C)=O)CCCCN